[2,2-bis(4-chlorophenyl)cyclobutyl] (2S)-2-[(3-acetoxy-4-methoxy-pyridine-2-carbonyl)amino]propanoate C(C)(=O)OC=1C(=NC=CC1OC)C(=O)N[C@H](C(=O)OC1C(CC1)(C1=CC=C(C=C1)Cl)C1=CC=C(C=C1)Cl)C